3-benzyl-7-(2-hydroxy-3-(thiazol-2-ylamino)propoxy)-4-methyl-2H-chromen-2-one C(C1=CC=CC=C1)C=1C(OC2=CC(=CC=C2C1C)OCC(CNC=1SC=CN1)O)=O